CN1[C@@H](CCC1)COC1=NC2C=C(N=CC2C=C1CC#N)C1=CC=CC=2CCCCC12 (((S)-1-methylpyrrolidin-2-yl)methoxy)-7-(5,6,7,8-tetrahydronaphthalen-1-yl)-4a,8a-dihydro-1,6-naphthyridine-3-acetonitrile